1-(2-chloro-4-((2-methoxy-3-(1-methyl-1H-1,2,4-triazol-3-yl)phenyl)amino)pyrimidin-5-yl)propan-1-ol ClC1=NC=C(C(=N1)NC1=C(C(=CC=C1)C1=NN(C=N1)C)OC)C(CC)O